BrC1=CC=2C(N(CCC2S1)C(C(=O)O)C1=C(C=CC(=C1)F)OC)=O 2-(2-bromo-4-oxo-6,7-dihydrothieno[3,2-c]Pyridin-5-yl)-2-(5-fluoro-2-methoxy-phenyl)acetic acid